ClC1=NC=C(C=N1)CN1C=CC=C2C1=NC(N(C2=O)C2=CSC=C2)=O 8-((2-chloropyrimidin-5-yl)methyl)-3-(thien-3-yl)pyrido[2,3-d]pyrimidine-2,4(3H,8H)-dione